C12(CC3CC(CC(C1)C3)C2)C=2C=CC(=C(C=O)C2)O 5-(adamantan-1-yl)-2-hydroxybenzaldehyde